O1CC(=C(C1)C(=O)O)C(=O)O 2,5-dihydrofuran-3,4-dicarboxylic acid